N-benzyl-4-((3-chloro-4-fluorophenyl)amino)-7-fluoro-1H-indole-2-carboxamide C(C1=CC=CC=C1)NC(=O)C=1NC2=C(C=CC(=C2C1)NC1=CC(=C(C=C1)F)Cl)F